2-(4-cyclopropyl-6-methoxypyrimidin-5-yl)-4-(3-fluoro-4-(1-methyl-4-(trifluoromethyl)-1H-imidazol-2-yl)benzyl)-[1,2,4]triazolo[1,5-a]pyrimidin-5(4H)-one C1(CC1)C1=NC=NC(=C1C1=NN2C(N(C(C=C2)=O)CC2=CC(=C(C=C2)C=2N(C=C(N2)C(F)(F)F)C)F)=N1)OC